4-((2-bromophenyl)amino)-4-cyanopiperidine-1-carboxylic acid tert-butyl ester C(C)(C)(C)OC(=O)N1CCC(CC1)(C#N)NC1=C(C=CC=C1)Br